N-butyl-5-(2-methoxyethoxymethyl)-2-phenyl-1H-indol-7-amine C(CCC)NC=1C=C(C=C2C=C(NC12)C1=CC=CC=C1)COCCOC